C(C1=CC=CC=C1)C1(C(=O)OC2=NC3=C(OC24NC2=CC=CC=C2C4)C=CC4=CC=C(C=C43)C=C)CC(CC=C1)(C)C 1-Benzyl-3,3-dimethyl-9'-vinylbenzoyloxyspiro[indolin-2,3'-[3H]-naphtho[2,1-b][1,4]oxazin]